FC(CN1N=NC2=C1C=C(C=C2F)C=2C=CN1N=C(N=C(C12)OC)N[C@H]1[C@@H](CN(CC1)C1COC1)F)F 5-(1-(2,2-difluoroethyl)-4-fluoro-1H-benzo[d][1,2,3]triazol-6-yl)-N-((3R,4R)-3-fluoro-1-(oxetan-3-yl)piperidin-4-yl)-4-methoxypyrrolo[2,1-f][1,2,4]triazin-2-amine